tert-butyl 3-((5-(N-((8-fluoro-1,2,3,5,6,7-hexahydro-s-indacen-4-yl)carbamoyl)sulfamoyl)-3-(2-hydroxypropan-2-yl)furan-2-yl)methoxy)azetidine-1-carboxylate FC=1C=2CCCC2C(=C2CCCC12)NC(=O)NS(=O)(=O)C1=CC(=C(O1)COC1CN(C1)C(=O)OC(C)(C)C)C(C)(C)O